2-(5-methanesulfonyl-2-{[3-(4-{[(1R,4R)-4-[(2-methoxyethyl)(methyl)amino]cyclohexyl]amino}-1-(2,2,2-trifluoro-ethyl)-1H-indol-2-yl)prop-2-yn-1-yl]amino}phenoxy)acetonitrile CS(=O)(=O)C=1C=CC(=C(OCC#N)C1)NCC#CC=1N(C2=CC=CC(=C2C1)NC1CCC(CC1)N(C)CCOC)CC(F)(F)F